(S)-5-benzyl-N-(5-methyl-4-oxo-2,3,4,5-tetrahydropyrido[3,2-b][1,4]oxazepin-3-yl)-1,2,4-oxadiazole-3-carboxamide C(C1=CC=CC=C1)C1=NC(=NO1)C(=O)N[C@@H]1C(N(C2=C(OC1)C=CC=N2)C)=O